C(C)(C)(C)OC(CCCCCCCCCCCCCCCCC(=O)NC(C(=O)OC(C)(C)C)CCCCNC(=O)OCC1=CC=CC=C1)=O 18-((6-(((benzyloxy)carbonyl)amino)-1-(tert-butoxy)-1-oxohexan-2-yl)amino)-18-oxooctadecanoic acid-(S)-tert-butyl ester